C1=CC=CC=2C3=CC=CC=C3N(C12)C1=CC=2C(C3=CC(=CC=C3C2C=C1)N1C2=CC=CC=C2C=2C=CC=CC12)(C)C 2,7-Bis(carbazol-9-yl)-9,9-dimethylfluorene